((dimethylglycyl)azanediyl)bis(ethane-2,1-diyl) ditetradecanoate oxalate salt C(C(=O)O)(=O)O.C(CCCCCCCCCCCCC)(=O)OCCN(CCOC(CCCCCCCCCCCCC)=O)C(CN(C)C)=O